C(C)(C)(C)OC(=O)NC1=C(C=2N(C=C1)N=CC2C(=O)OCC)F ethyl 5-((tert-butoxycarbonyl) amino)-4-fluoropyrazolo[1,5-a]pyridine-3-carboxylate